NC1=C(C(=NN1C(C)(C)C)C1=CC=C(C=C1)[N+](=O)[O-])C#N 5-amino-1-tert-butyl-3-(4-nitrophenyl)-1H-pyrazole-4-carbonitrile